diarsenic trioxane O1COCOC1.[As].[As]